NCCCN(CCNCCCN)CCCN N,N,N'-tris(3-aminopropyl)ethylene-diamine